N-(4-chlorobenzoyl)-O-(trans-3-(2-(5,6,7,8-tetrahydro-1,8-naphthyridin-2-yl)ethyl)cyclobutyl)homoserine ClC1=CC=C(C(=O)N[C@@H](CCO[C@@H]2C[C@H](C2)CCC2=NC=3NCCCC3C=C2)C(=O)O)C=C1